1-(2,4-dihydroxyphenyl)-2-(3-hydroxy-4-methoxyphenyl)ethan-1-one OC1=C(C=CC(=C1)O)C(CC1=CC(=C(C=C1)OC)O)=O